trans-N1-(6,7-dimethoxy-2-(4-methoxyphenyl)quinolin-4-yl)cyclohexane-1,4-diamine COC=1C=C2C(=CC(=NC2=CC1OC)C1=CC=C(C=C1)OC)N[C@@H]1CC[C@H](CC1)N